(S or R)-N-(2-(3-(2-(5-fluorothiophen-2-yl)ethyl)-1-(2-(6-methylpyridin-3-yl)propan-2-yl)pyrrolidin-3-yl)propan-2-yl)acetamide FC1=CC=C(S1)CC[C@]1(CN(CC1)C(C)(C)C=1C=NC(=CC1)C)C(C)(C)NC(C)=O |o1:8|